methyl-3-(1-methyl-1H-pyrazol-5-yl)-[1,1'-biphenyl]-4-carbonitrile CC1=C(C=CC(=C1C1=CC=NN1C)C#N)C1=CC=CC=C1